1,2,5,6-tetrahydropyridine-3-carboxylic acid methyl ester hydrochloride Cl.COC(=O)C=1CNCCC1